tert-butyl 4-((5-((3-((2,6-dimethylphenyl)amino)-1-methyl-1H-pyrazolo[3,4-d]pyrimidin-6-yl)amino)isoindolin-2-yl)methyl)piperidine-1-carboxylate CC1=C(C(=CC=C1)C)NC1=NN(C2=NC(=NC=C21)NC=2C=C1CN(CC1=CC2)CC2CCN(CC2)C(=O)OC(C)(C)C)C